L-1-butyl-3-methylimidazolium chloride salt [Cl-].C(CCC)N1C=[N+](C=C1)C